tert-butyl (S)-(2,4,5-trimethyl-4,5-dihydro-[1,2,4]triazolo[1,5-a]quinoxalin-6-yl)carbamate CC1=NN2C([C@@H](N(C3=C(C=CC=C23)NC(OC(C)(C)C)=O)C)C)=N1